tert-butyl (4-(methylsulfonyl)-2-nitrophenyl)carbamate CS(=O)(=O)C1=CC(=C(C=C1)NC(OC(C)(C)C)=O)[N+](=O)[O-]